C(#C)C1=CC(=C(COC2=CC=CC(=N2)C=2CCN(CC2)CC2=NC3=C(N2C[C@H]2OCC2)C=C(C=C3)C(=O)O)C=C1)F (S)-2-((6-((4-ethynyl-2-fluorobenzyl)oxy)-3',6'-dihydro-[2,4'-bipyridin]-1'(2'H)-yl)methyl)-1-(oxetan-2-ylmethyl)-1H-benzo[d]imidazole-6-carboxylic acid